[Br-].[NH4+].C(CCCCCCCCCCCCCCC)C(C(C(=O)N)=C(CCC)C)C hexadecyl-dimethyl-propyl-methacrylamide ammonium bromide